C1=C2CC3C(C2=CC=C1)=C1C=CC=CC1=C3 9a,10-dihydroindeno[1,2-a]inden